(methoxymethyl)-triphenyl-phosphorus chloride COCP(C1=CC=CC=C1)(C1=CC=CC=C1)(C1=CC=CC=C1)Cl